tert-butyl (2-(4,4-difluoro-6-methylcyclohex-1-en-1-yl)-4-(2,5-difluorophenyl)pyridin-3-yl)carbamate FC1(CC=C(C(C1)C)C1=NC=CC(=C1NC(OC(C)(C)C)=O)C1=C(C=CC(=C1)F)F)F